COC1=C(C=CC(=C1)OC)CN(C1=NC2=CN=CC=C2C=C1)CC1=C(C=C(C=C1)OC)OC N,N-bis[(2,4-dimethoxyphenyl)methyl]-1,7-naphthyridin-2-amine